benzyl (2S)-2-[2-(4-hydroxyphenyl) acetamido]-3-phenylpropionate OC1=CC=C(C=C1)CC(=O)N[C@H](C(=O)OCC1=CC=CC=C1)CC1=CC=CC=C1